C(C=C)OC1=C(C=C(C=C1C)C(=C)C)C 4-isopropenyl-2,6-dimethylphenyl allyl ether